C(N)(=O)C=1C=C(C(=C2C=3CC4(CC4)CCC3NC12)C1=CCCN(C1)C(=O)OC(C)(C)C)F tert-butyl 5-(8-carbamoyl-6-fluoro-1,2,4,9-tetrahydrospiro-[carbazole-3,1'-cyclopropan]-5-yl)-3,6-dihydropyridine-1(2H)-carboxylate